CO[C@@H]1CO[C@H]2[C@@H]1OC[C@H]2OC2=CC=C(C=C2)B(O)O (4-(((3r,3ar,6r,6ar)-6-methoxyhexahydrofuro[3,2-b]furan-3-yl)oxy)phenyl)boronic acid